(S)-5-(3-aminoprop-1-yn-1-yl)-N-(9-(2-(4-(4-chlorophenyl)-2,3,9-trimethyl-6H-thieno[3,2-f][1,2,4]triazolo[4,3-a][1,4]diazepin-6-yl)acetamido)nonyl)furan-2-carboxamide hydrochloride Cl.NCC#CC1=CC=C(O1)C(=O)NCCCCCCCCCNC(C[C@H]1C=2N(C3=C(C(=N1)C1=CC=C(C=C1)Cl)C(=C(S3)C)C)C(=NN2)C)=O